FC1=C(OC=2C=CC=C3CCC(NC23)=O)C=CC=C1 8-(2-fluorophenoxy)-1,2,3,4-tetrahydroquinoline-2-one